N1=CC=C(C=C1)C=1C=C(C=CC1)C1=CC(=C(S1)C(=O)N[C@@H]1CN(CCC1)C(=O)OC(C)(C)C)NC(=O)N tert-butyl (S)-3-(5-(3-(pyridin-4-yl)phenyl)-3-ureidothiophene-2-carboxamido)piperidine-1-carboxylate